6-(cyclopropylcarbamoyl)-2,3-dihydrospiro[chromen-4,1'-cyclopropane] C1(CC1)NC(=O)C=1C=C2C(=CC1)OCCC21CC1